N-ethyl-myristamide C(C)NC(CCCCCCCCCCCCC)=O